C1(C=CC=C1)C1=NC=CC=C1 cyclopentadienylpyridine